N-(3,4-difluorobenzyl)-2-fluoronicotinamide FC=1C=C(CNC(C2=C(N=CC=C2)F)=O)C=CC1F